CC1=C(C=CC=C1C)N1CCN(CC1)C(CN1N=C(C2=C1CCCCC2)C(=O)N2C[C@@H]([C@H](CC2)O)F)=O 1-(4-(2,3-dimethylphenyl)piperazin-1-yl)-2-(3-((3S,4S)-3-fluoro-4-hydroxypiperidine-1-carbonyl)-5,6,7,8-tetrahydrocyclohepta[c]pyrazol-1(4H)-yl)ethanone